(E)-pentafluoro(4-(4-methoxystyryl)phenyl)-lambda6-sulfane FS(C1=CC=C(C=C1)\C=C\C1=CC=C(C=C1)OC)(F)(F)(F)F